ClC=1C=C(C(=NC1)OCC(F)(F)F)S(=O)(=O)Cl 5-chloro-2-(2,2,2-trifluoroethoxy)pyridine-3-sulfonyl chloride